rel-(1R,3R,5R,6R)-6-(trifluoromethyl)-2-azabicyclo-[3.1.0]hexane-3-carboxylic acid FC([C@@H]1[C@H]2C[C@@H](N[C@@H]12)C(=O)O)(F)F |o1:2,3,5,7|